FC1(CN(C[C@@H]1OC1=CC2=C(C=N1)C=NN2CC(F)(F)F)C2=CC(=NC(=N2)C#N)C=2C(NC(NC2)=O)=O)F (S)-6-(3,3-difluoro-4-((1-(2,2,2-trifluoroethyl)-1H-pyrazolo[4,3-c]pyridin-6-yl)oxy)pyrrolidin-1-yl)-2',4'-dioxo-1',2',3',4'-tetrahydro-[4,5'-bipyrimidine]-2-carbonitrile